tosyl-triethylene glycol methyl ether COC(COCCOCCO)S(=O)(=O)C1=CC=C(C)C=C1